BrC1=C(C#N)C=CC(=C1)CO 2-bromo-4-(hydroxymethyl)benzonitrile